ethyl 5'-(2-((tert-butoxycarbonyl)((1r,4r)-4-((tert-butoxycarbonyl)amino)cyclohexyl)amino)-1-phenylethyl)-2'-chloro-6-fluoro-5-(2-methoxyethoxy)-[1,1'-biphenyl]-2-carboxylate C(C)(C)(C)OC(=O)N(CC(C1=CC=CC=C1)C=1C=CC(=C(C1)C=1C(=CC=C(C1F)OCCOC)C(=O)OCC)Cl)C1CCC(CC1)NC(=O)OC(C)(C)C